5-(2-bromo-1-hydroxyethyl)-2-hydroxybenzene-1-carboxamide-13C BrCC(O)C=1C=CC(=C(C1)[13C](=O)N)O